C1(CC1)C1=C(C(=NO1)C1=C(C=NC=C1Cl)Cl)C1=CC2(C1)CCN(CC2)C=2SC1=C(N2)C=CC(=C1)OC 2-(2-(5-Cyclopropyl-3-(3,5-dichloropyridin-4-yl)isoxazol-4-yl)-7-azaspiro[3.5]non-1-en-7-yl)-6-methoxybenzo[d]thiazol